1-tert-butyl 4-ethyl 3-oxopiperidine-1,4-dicarboxylate O=C1CN(CCC1C(=O)OCC)C(=O)OC(C)(C)C